C(C1=CC=CC=C1)[C@@](C(=O)O)(CNC(N[C@@H]1CCC2=CC=CC=C12)=O)NC(=O)C=1C(=C2CCN(C(C2=CC1Cl)=O)CC1=CC=C(C=C1)Cl)Cl benzyl-(2S)-2-[[5,7-dichloro-2-[(4-chlorophenyl)methyl]-1-oxo-3,4-dihydroisoquinoline-6-carbonyl]amino]-3-[[(1R)-indan-1-yl]carbamoylamino]propanoic Acid